4-butoxy-3-[(({[2-Fluoro-4-(Trifluoromethyl)phenyl]carbonyl}amino)methyl)benzyl]butanoic acid C(CCC)OCC(CC(=O)O)C(C1=CC=CC=C1)CNC(=O)C1=C(C=C(C=C1)C(F)(F)F)F